(S)-1-(1-phenylethyl)piperidine-2,4-dione C1(=CC=CC=C1)[C@H](C)N1C(CC(CC1)=O)=O